C(C)(C)(C)OC(=O)N(C1C(C1)C1=CC=C(C=C1)F)CC1CCN(CC1)C(/C=C/C1=CC=C(C(=O)O)C=C1)=O (E)-4-(3-(4-(((tert-butoxycarbonyl)(2-(4-fluorophenyl)cyclopropyl)amino)methyl)piperidin-1-yl)-3-oxoprop-1-en-1-yl)benzoic Acid